N-(p-toluenesulfonyl)methacrylamide CC1=CC=C(C=C1)S(=O)(=O)NC(C(=C)C)=O